ClC1=C(C(=NN1C)C1=NOC(=C1)C)CN1C(C(CCCC1)NCCC(C)C)=O 1-((5-Chloro-1-methyl-3-(5-methylisoxazol-3-yl)-1H-pyrazol-4-yl)methyl)-3-(isopentylamino)azepan-2-one